C(C)(C)(C)OOC1(CC(CC(C1)C)(C)C)OOC(C)(C)C 1,1-bis-(tert-butylperoxy)-3,3,5-trimethylcyclohexane